N-(2-chloro-7-((2R,4S,5R)-5-ethynyl-4-hydroxy-5-(hydroxymethyl)tetrahydrofuran-2-yl)-7H-pyrrolo[2,3-d]pyrimidin-4-yl)dodecanamide ClC=1N=C(C2=C(N1)N(C=C2)[C@@H]2O[C@@]([C@H](C2)O)(CO)C#C)NC(CCCCCCCCCCC)=O